C(C)N1C=C(C=2C1=NC=C(C2)NC(C=C)=O)C2=CC=C(C=C2)C(F)(F)F N-(1-Ethyl-3-(4-(trifluoromethyl)phenyl)-1H-pyrrolo[2,3-b]pyridin-5-yl)acrylamide